stibium-iron [Fe].[Sb]